C1(CC1)C(C(=O)NC1=CC(=C(N=N1)C(=O)NC([2H])([2H])[2H])NC1=C(C(=CC=C1)C1=NN(C=N1)C)OC)=C=O 6-(2-cyclopropyl-2-carbonylacetamido)-4-((2-methoxy-3-(1-methyl-1H-1,2,4-triazol-3-yl)phenyl)amino)-N-(methyl-d3)pyridazine-3-carboxamide